OC1=C(C=CC=C1)C1=CC2=C(N=N1)NC(=C2)C2CN(C2)C(=O)OC(C)(C)C tert-butyl 3-[3-(2-hydroxyphenyl)-7H-pyrrolo[2,3-c]pyridazin-6-yl]azetidine-1-carboxylate